(4-fluoro-2-isopropoxyphenyl)(6-(3-methyl-1-(o-tolyl)-1H-pyrazol-5-yl)-2-azaspiro[3.3]heptan-2-yl)methanone FC1=CC(=C(C=C1)C(=O)N1CC2(C1)CC(C2)C2=CC(=NN2C2=C(C=CC=C2)C)C)OC(C)C